FC(OC1=NC2=CC=C(C=C2C=C1C)C(=O)O)F 2-(difluoromethoxy)-3-methylquinoline-6-carboxylic acid